N,N'-di-t-butoxycarbonyl-N''-(propargyl)guanidine tert-butyl-3-(1-amino-2-(4-fluorophenyl)propan-2-yl)pyrrolidine-1-carboxylate C(C)(C)(C)C1N(CCC1C(CN)(C)C1=CC=C(C=C1)F)C(=O)O.C(C)(C)(C)OC(=O)NC(=NCC#C)NC(=O)OC(C)(C)C